C1(CC1)CC1=COC2=C1C=CC=C2NC2C(CN(CC2)CC(COC)O)F 3-(cyclopropylmethyl)-7-((3-fluoro-1-(2-hydroxy-3-methoxypropyl)piperidin-4-yl)amino)benzofuran